8-((2S,5R)-4-(4-chlorobenzyl)-2,5-dimethylpiperazin-1-yl)-5-methyl-6-oxo-5,6-dihydro-1,5-naphthyridine-2-carbonitrile ClC1=CC=C(CN2C[C@@H](N(C[C@H]2C)C2=CC(N(C=3C=CC(=NC23)C#N)C)=O)C)C=C1